FC1=CC(=C(C=C1)N1N=CC=C1C=O)I 1-(4-fluoro-2-iodophenyl)-1H-pyrazole-5-carbaldehyde